3-(5-(furan-2-yl)pyridin-3-yl)-4-methoxyphenyl cyclopentylcarbamate C1(CCCC1)NC(OC1=CC(=C(C=C1)OC)C=1C=NC=C(C1)C=1OC=CC1)=O